4-(2-Fluoro-4-methylphenyl)-5-[4-[(3S)-1-(3-fluoropropyl)pyrrolidin-3-yl]oxyphenyl]-2,3-dihydro-1-benzoxepin-8-ol FC1=C(C=CC(=C1)C)C=1CCOC2=C(C1C1=CC=C(C=C1)O[C@@H]1CN(CC1)CCCF)C=CC(=C2)O